C1(CC1)NC1=CC=C2C(NC(=NC2=C1)CSC1CCOCC1)=O 7-(Cyclopropylamino)-2-(((tetrahydro-2H-pyran-4-yl)thio)methyl)quinazolin-4(3H)-one